2,4-dichloro-6-(iminodimethoxyphosphoryl)-1,3,5-triazine ClC1=NC(=NC(=N1)Cl)P(=O)(OC=N)OC